C(C)(C)(C)OC(=O)N(C(OC(C)(C)C)=O)C1=NC=CC(=C1F)CC=1C=NC=C(C1C)NC1=C(C=C(C=C1)C)F tert-butyl N-tert-butoxycarbonyl-N-[3-fluoro-4-[[5-(2-fluoro-4-methyl-anilino)-4-methyl-3-pyridyl]methyl]-2-pyridyl]carbamate